NC(C(C(CC1CC1)NC(=O)C1C2C(C2CN1C([C@@H](NC(C(C)C)=O)C(C)C)=O)(C)C)=O)=O N-(4-Amino-1-cyclopropyl-3,4-dioxobutan-2-yl)-3-(isobutyryl-L-valyl)-6,6-dimethyl-3-azabicyclo[3.1.0]hexane-2-carboxamide